C(C)(C)(C)C1=NN(C2=CC=CC(=C12)C(C(=O)OCC)N1CC(C1)OCCCCCC1=NC=2NCCCC2C=C1)C ethyl 2-(3-tert-butyl-1-methyl-1H-indazol-4-yl)-2-(3-(5-(5,6,7,8-tetrahydro-1,8-naphthyridin-2-yl)pentyloxy)azetidin-1-yl)acetate